methyl 3-(benzyloxy)-5-((2,4-difluorobenzyl)carbamoyl)-4-oxo-4H-pyran-2-carboxylate C(C1=CC=CC=C1)OC1=C(OC=C(C1=O)C(NCC1=C(C=C(C=C1)F)F)=O)C(=O)OC